FC1=C(OC2C(CNC2)C2=CN(C=3C(NC=CC32)=O)C)C=CC(=C1)F 4-(2,4-difluorophenoxy)-3-(1-methyl-7-oxo-6,7-dihydro-1H-pyrrolo[2,3-C]pyridin-3-yl)pyrrolidine